di(1-bromoethyl) ether BrC(C)OC(C)Br